C(C)(=O)C=1C=C2CCN(C2=CC1)C1=C(C(=CC(=C1F)F)F)F 5-acetyl-1-(2,3,5,6-tetrafluorophenyl)indoline